1,3-disulfonyl-propylene S(=O)(=O)=C=CC=S(=O)=O